[O-]C(=O)[C@H](O)[C@@H](O)[C@H](O)[C@H](O)C(=O)[O-].[Al+3].[O-]C(=O)[C@H](O)[C@@H](O)[C@H](O)[C@H](O)C(=O)[O-].[O-]C(=O)[C@H](O)[C@@H](O)[C@H](O)[C@H](O)C(=O)[O-].[Al+3] aluminum saccharate salt